tert-butyl (R)-4-(3-fluoro-4-(2-methylimidazo[1,2-a]pyrazine-6-carboxamido) phenyl)-2-methylpiperazine-1-carboxylate FC=1C=C(C=CC1NC(=O)C=1N=CC=2N(C1)C=C(N2)C)N2C[C@H](N(CC2)C(=O)OC(C)(C)C)C